3,3'-imino-bis(N,N-dimethylpropylammonium) N(CCC[NH+](C)C)CCC[NH+](C)C